C(C=C)(=O)N1C[C@@H](N(C[C@H]1C)C=1C2=C(N(C(N1)=O)C1=C(C=CC=C1S(=O)(=O)C)CC)N=C(C(=C2)F)C2=C(C=CC=C2O)F)C ((2S,5R)-4-acryloyl-2,5-dimethylpiperazin-1-yl)-1-(2-ethyl-6-(methylsulfonyl)phenyl)-6-fluoro-7-(2-fluoro-6-hydroxyphenyl)pyrido[2,3-d]pyrimidin-2(1H)-one